2-(6-acetamidopyridin-3-yl)-2-oxoethyl (3R)-7-(6-amino-3-chloro-2-fluorophenyl)-5-oxo-1,2,3,5,8,8a-hexahydroindolizine-3-carboxylate NC1=CC=C(C(=C1C1=CC(N2[C@H](CCC2C1)C(=O)OCC(=O)C=1C=NC(=CC1)NC(C)=O)=O)F)Cl